2-(3-iodo-6-(1-(tetrahydro-2H-pyran-2-yl)-1H-pyrazol-4-yl)-1H-indazol-1-yl)ethan-1-ol IC1=NN(C2=CC(=CC=C12)C=1C=NN(C1)C1OCCCC1)CCO